C(#N)[C@@H]1C([C@@]2(CN1C([C@H](CC(C)C)N(C(=O)C=1NC3=C(C(=CC(=C3C1)F)F)F)C)=O)C(NC1=CC=CC=C12)=O)([2H])[2H] N-((S)-1-((3R,5'S)-5'-cyano-2-oxospiro[indoline-3,3'-pyrrolidin]-1'-yl-4',4'-d2)-4-methyl-1-oxopentan-2-yl)-4,6,7-trifluoro-N-methyl-1H-indole-2-carboxylic acid amide